C(CCC)OC(NC1=CC=C(C=C1)B1OC(C(O1)(C)C)(C)C)=O.C(C)OC=1C=NC=CC1NC(OC(C)(C)C)=O tert-butyl N-(3-ethoxy-4-pyridyl)carbamate butyl-N-[4-(4,4,5,5-tetramethyl-1,3,2-dioxaborolan-2-yl)phenyl]carbamate